S1[N+](=CC=C1)[N+]#N isothiazoliumdiazonium